C(C=C)OC1CC=2C(=NC=3N(C2N[C@@H]2C[C@H](CC2)N)N=CC3Br)C13CCCC3 (1S,3S)-N1-(6-(allyloxy)-3-bromo-6,7-dihydrospiro[cyclopenta[d]pyrazolo[1,5-a]pyrimidine-5,1'-cyclopentane]-8-yl)cyclopentane-1,3-diamine